C(#N)C1=CC(=C(C=C1)C1=NN=C(C2=CC=CC=C12)N[C@H]1CN(C[C@@H](C1)F)C(=O)OC(C)(C)C)OCOCC Tert-butyl (3R,5R)-3-((4-(4-cyano-2-(ethoxymethoxy) phenyl) phthalazin-1-yl) amino)-5-fluoropiperidine-1-carboxylate